3-(n-butoxy)pyridine C(CCC)OC=1C=NC=CC1